C(C)(C)(C)OC(=O)N1C(=CCC(=C1)Cl)C=1C=NCCC1.ClC=1C=CC(=NC1)C1=CNCCC1 5-Chloro-1',4',5',6'-tetrahydro-2,3'-bipyridine tert-Butyl-5-chloro-5',6'-dihydro[2,3'-bipyridine]-1(4H)-carboxylate